5-[1-(5-amino-2-pyridyl)-3-(trifluoromethyl)pyrazol-4-yl]-N-[3-chloro-4-[methyl(4-piperidyl)carbamoyl]phenyl]-1-methyl-imidazole-2-carboxamide NC=1C=CC(=NC1)N1N=C(C(=C1)C1=CN=C(N1C)C(=O)NC1=CC(=C(C=C1)C(N(C1CCNCC1)C)=O)Cl)C(F)(F)F